tert-butyl-[(2R,5S)-4-[(4-methoxyphenyl)methyl]-5-methylmorpholin-2-yl]methanol C(C)(C)(C)C(O)[C@H]1CN([C@H](CO1)C)CC1=CC=C(C=C1)OC